C(=O)(C=C)N1C[C@H](CC1)N1N=C(C=2C1=NC=NC2N)C#CC=2C=C(C#N)C=C(C2)OC (S)-3-((1-(1-Acrylpyrrolidin-3-yl)-4-amino-1H-pyrazolo[3,4-d]pyrimidin-3-yl)ethynyl)-5-methoxybenzonitrile